6-(methoxy-d3)-1-(methyl-d3)-7-nitro-1H-indazole C(OC1=CC=C2C=NN(C2=C1[N+](=O)[O-])C([2H])([2H])[2H])([2H])([2H])[2H]